2-(4-(1,3-dioxolan-2-yl)phenyl)benzo[d][1,2]selenazol-3(2H)-one O1C(OCC1)C1=CC=C(C=C1)N1[Se]C2=C(C1=O)C=CC=C2